bis[(2-pyridyl)phenyl]iridium (III) N1=C(C=CC=C1)C1=C(C=CC=C1)[Ir+]C1=C(C=CC=C1)C1=NC=CC=C1